1-Bromo-2-[(4-fluoro-phenyl)-methoxy-methyl]-benzene BrC1=C(C=CC=C1)C(OC)C1=CC=C(C=C1)F